C(C)(C)(C)C=1C=CC=2N(C3=CC=C(C=C3C2C1)C(C)(C)C)C1=CC(=CC=C1)Cl 3,6-di-tert-butyl-9-(3-chlorophenyl)-9H-carbazole